[Ti].FC([C@H]1N(C(SC1)=C=O)C=1N=C2N(CCOC3=C2C=CC(=C3F)NC(C(=O)N)C)C1)F 2-((2-((R)-4-(difluoromethyl)-2-carbonylthiazolidin-3-yl)-8-fluoro-5,6-dihydrobenzo[f]imidazo[1,2-d][1,4]oxazepin-9-yl)amino)propionamide Titanium